NCCNC(=O)C1=NC2=CC=CC=C2C=C1SC1=CC=C(C=C1)Br N-(2-aminoethyl)-3-((4-bromophenyl)thio)quinoline-2-carboxamide